FC(C1=CC=C2C=CC(NC2=C1)=O)F 7-(difluoromethyl)quinolone